OC1CN(C2C1N(N(C2)C(=O)OC(C)(C)C)C(=O)OCC2=CC=CC=C2)C(=O)OC(C)(C)C 1-Benzyl 2,4-di-tert-butyl 6-hydroxytetrahydropyrrolo[3,2-c]pyrazole-1,2,4(5H)-tricarboxylate